The molecule is an organic cation obtained by protonation of the tertiary amino group of irinotecan. It is an ammonium ion derivative and an organic cation. It is a conjugate acid of an irinotecan. CCC1=C2CN3C(=CC4=C(C3=O)COC(=O)[C@@]4(CC)O)C2=NC5=C1C=C(C=C5)OC(=O)N6CCC(CC6)[NH+]7CCCCC7